tert-butyl ((7-(5-(2-cyanophenyl)-1-methyl-1H-pyrazol-4-yl)-5-(4,5-dihydrofuran-2-yl)-4-oxo-3,4-dihydrophthalazin-1-yl)methyl)carbamate C(#N)C1=C(C=CC=C1)C1=C(C=NN1C)C1=CC(=C2C(NN=C(C2=C1)CNC(OC(C)(C)C)=O)=O)C=1OCCC1